di(undecanyl) peroxide C(CCCCCCCCCC)OOCCCCCCCCCCC